oxospiro[cyclohexane-1,3'-indoline] O=C1NC2=CC=CC=C2C12CCCCC2